COC(C1=C(N=C(C=C1)Br)C(C(C)C)=O)=O 6-bromo-2-isobutyryl-nicotinic acid methyl ester